O=C1NC(CCC1N1C(C2=CC=C(C=C2C1=O)OCC(=O)NCC1C(C1)C(=O)OC)=O)=O methyl 2-[(2-[[2-(2,6-dioxopiperidin-3-yl)-1,3-dioxoisoindol-5-yl]oxy]acetamido) methyl]cyclopropane-1-carboxylate